tert-butyl (2R,4S)-2-(2-(4-(3-amino-6-bromoquinolin-4-ylamino) butoxy)-5-fluorophenyl)-4-fluoropyrrolidine-1-carboxylate NC=1C=NC2=CC=C(C=C2C1NCCCCOC1=C(C=C(C=C1)F)[C@@H]1N(C[C@H](C1)F)C(=O)OC(C)(C)C)Br